5-chloro-3-(4-chlorobenzamido)picolinic acid amide ClC=1C=C(C(=NC1)C(=O)N)NC(C1=CC=C(C=C1)Cl)=O